NC=1C=C(C=CC1O)C1=C(C=CC=C1Cl)NC1=C(C(=O)O)C=CC=C1 2-((3'-amino-6-chloro-4'-hydroxy-[1,1'-biphenyl]-2-yl)amino)benzoic acid